OC1=C(N=CNC1=O)CN1C(N(C(C1)C1=CC=C(C=C1)C#CC1=CC=C(C(=O)NCCOC)C=C1)C(C)C)=O 4-((4-(1-((5-hydroxy-6-oxo-1,6-dihydropyrimidin-4-yl)methyl)-3-isopropyl-2-oxoimidazolin-4-yl)phenyl)ethynyl)-N-(2-methoxyethyl)benzamide